4-[3-(2,2-difluoro-1,3-benzodioxol-5-yl)-5-isopropyl-pyrazol-1-yl]piperidine magnesium sulfate S(=O)(=O)([O-])[O-].[Mg+2].FC1(OC2=C(O1)C=CC(=C2)C2=NN(C(=C2)C(C)C)C2CCNCC2)F